tert-butyl-2-(2-((S)-3-hydroxypyrrolidin-1-yl)-5-(((S)-2-(methoxycarbonyl)azetidin-1-yl)sulfonyl)phenyl)-1H-indole-1-carboxylate C(C)(C)(C)OC(=O)N1C(=CC2=CC=CC=C12)C1=C(C=CC(=C1)S(=O)(=O)N1[C@@H](CC1)C(=O)OC)N1C[C@H](CC1)O